N-((1-(2,6-dichlorobenzyl)piperidin-4-yl)methyl)-3-nitrobenzamide ClC1=C(CN2CCC(CC2)CNC(C2=CC(=CC=C2)[N+](=O)[O-])=O)C(=CC=C1)Cl